BrCC(C)(C)Br 1,2-dibromoisobutane